C(C)(C)(C)OC(NC1=CC(=C(C(=C1)OC)C)OC)=O (3,5-dimethoxy-4-methylphenyl)-carbamic acid tert-butyl ester